2-amino-7-methyl-3-oxo-3H-phenoxazine-1-carboxylic acid tert-butyl ester C(C)(C)(C)OC(=O)C1=C(C(C=C2OC3=CC(=CC=C3N=C12)C)=O)N